C(C)C(CC)C(CC(C(CC(C)(F)F)CC)=O)=O 3,7-diethyl-9,9-difluorodecane-4,6-dione